4-(3-((2,2-difluoroethyl)(7-fluoro-1-methyl-1H-[1,2,3]triazolo[4,5-h][1,6]naphthyridin-5-yl)amino)-5-fluorophenyl)-2-methylbut-3-yn-2-ol FC(CN(C=1C=C(C=C(C1)F)C#CC(C)(O)C)C=1C=2C=C(C=NC2C2=C(N1)N=NN2C)F)F